C(C)(C)(C)OC(=O)N1CCC2(C1)CCNCC2 3,8-diazaspiro[4.5]decane-3-carboxylic acid tert-butyl ester